(2-amino-6-(3-fluoro-2-(2-fluoroethoxy)phenyl)imidazo[1,2-a]pyridin-3-yl)((1S,2R)-2-fluorocyclopropyl)methanone NC=1N=C2N(C=C(C=C2)C2=C(C(=CC=C2)F)OCCF)C1C(=O)[C@H]1[C@@H](C1)F